6-Azido-6-Deoxy-α,α-D-trehalose C([C@@H]1[C@H]([C@@H]([C@H]([C@H](O1)O[C@@H]2[C@@H]([C@H]([C@@H]([C@H](O2)CO)O)O)O)O)O)O)N=[N+]=[N-]